CC=1C(=NC=CN1)C1=NN2C(NC(=CC2=O)C2=CC=C(C=C2)O[C@@H](C(F)(F)F)C2=CC=CC=C2)=C1C(=O)O (R)-2-(3-methylpyrazin-2-yl)-7-oxo-5-(4-(2,2,2-trifluoro-1-phenyl-ethoxy)phenyl)-4,7-dihydropyrazolo[1,5-a]pyrimidine-3-carboxylic acid